2-(4-bromophenyl)-5-((2-methoxyethoxy)methyl)-7-nitro-1H-indole BrC1=CC=C(C=C1)C=1NC2=C(C=C(C=C2C1)COCCOC)[N+](=O)[O-]